FC=1C=C(C=CC1NS(=O)(=O)N1CCOCC1)C1=C2C(=NC=C1)NC=C2 4-(3-fluoro-4-(morpholine-4-sulfonamido)phenyl)-1H-pyrrolo[2,3-b]pyridin